N-methyl-N-(2-(pyridin-2-yldisulfanyl)ethyl)octadecan-1-amine CN(CCCCCCCCCCCCCCCCCC)CCSSC1=NC=CC=C1